FC1=CC=CC=2N=C(SC21)N([C@@H](C)C(=O)O)CCC2=CC=C(C=C2)OC N-(7-fluorobenzo[d]thiazol-2-yl)-N-(4-methoxyphenethyl)alanine